C(C)N(C(=O)C=1CC(N(C=CC1)C)=O)CC N,N-diethyl-1-methyl-2-oxo-2,3-dihydro-1H-azepine-4-carboxamide